CC(=C)C(CC=C(C=C)C)O 2,6-dimethyl-1,5,7-octatrien-3-ol